C(#C)C1=C(C=CC=C1)NC(C(F)(F)F)=O N-(2-ethynylphenyl)-2,2,2-trifluoroacetamide